C1(CCCCC1)C(C)=O 1-cyclohexylethanone